C(C1=CC=CC=C1)NC(=O)N1N(CC(N2C1[C@@H](N(C([C@@H]2CC2=CC=C(C=C2)O)=O)CC=2C=CC=C1C=CC=NC21)C)=O)C (6S,9S)-N-benzyl-6-(4-hydroxybenzyl)-2,9-dimethyl-4,7-dioxo-8-(quinoline-8-ylmethyl)hexahydro-2H-pyrazino[2,1-c][1,2,4]Triazine-1(6H)-carboxamide